calcium hydroxycarboxylate salt OC(=O)[O-].[Ca+2].OC(=O)[O-]